N-butyl-5-(3-chlorophenyl)-7H-pyrrolo[2,3-d]pyrimidin-4-amine C(CCC)NC=1C2=C(N=CN1)NC=C2C2=CC(=CC=C2)Cl